4,5,6,7-tetrahydrobenzo[b]thiophene-2-carbonyl chloride S1C2=C(C=C1C(=O)Cl)CCCC2